gamma-methacryloxypropyl-dimethyl-methoxysilane C(C(=C)C)(=O)OCCC[Si](OC)(C)C